FC1=C(C=CC(=C1)C1=NN(C=N1)C1=CC=C(C=C1)OC(F)(F)F)NC(=O)\N=C\1/SCC(N1C1=C(C(=CC(=C1)C)C)C)=O (Z)-1-(2-fluoro-4-(1-(4-(trifluoromethoxy)phenyl)-1H-1,2,4-triazol-3-yl)phenyl)-3-(4-oxo-3-(2,3,5-trimethylphenyl)thiazolidin-2-ylidene)urea